tertbutyl (R)-(1-(5-amino-2-isopropyl-1-methyl-1H-benzo[d]imidazol-4-yl)pyrrolidin-3-yl)carbamate NC1=C(C2=C(N(C(=N2)C(C)C)C)C=C1)N1C[C@@H](CC1)NC(OC(C)(C)C)=O